4'-[2-methyl-(1,3-phenylene)dioxy]dianiline CC1=C(C=CC=C1ONC1=CC=CC=C1)ONC1=CC=CC=C1